ClC1=C(\C=N\O[C@@H](C(=O)OCC)C)C=C(C(=C1)F)N1C(N(C(=CC1=O)C(C)(F)F)C)=O |r| ethyl (2RS)-2-{[(E)-{2-chloro-5-[4-(1,1-difluoroethyl)-3-methyl-2,6-dioxo-3,6-dihydropyrimidin-1(2H)-yl]-4-fluorobenzylidene}amino]oxy}propanoate